4-chloro-1H-pyrrolo[3,2-c]pyridin-7-ol ClC1=NC=C(C2=C1C=CN2)O